C1(CC1)C=1NC(=NN1)C1CC2(CN(C2)C(=O)N2CC3(C2)CC(CC3)CC3=CC(=C(C=C3)S(=O)(=O)C)C(F)(F)F)C1 [6-(5-cyclopropyl-4H-1,2,4-triazol-3-yl)-2-azaspiro[3.3]heptan-2-yl]-[6-[[4-methylsulfonyl-3-(trifluoromethyl)phenyl]methyl]-2-azaspiro[3.4]octan-2-yl]methanone